C(=O)(OC)C=1C=C(C=C(C1)C(=O)OC)S(=O)(=O)[O-].C1(=CC=CC=C1)[P+](CCCC)(CCCC)CCCC phenyltributylphosphonium 3,5-dicarbomethoxybenzenesulfonate